C[C@H]1C[C@H](N(C1)C=1C2=C(N=C(N1)C1=CC=CC=C1)C1=C(O2)C=CC=C1)C(=O)O (2S,4S)-4-methyl-1-(2-phenylbenzofuro[3,2-d]pyrimidin-4-yl)pyrrolidine-2-carboxylic acid